COC1=CC=C(C=C1)S(=O)(=O)NC=1C(=NC=CC1)C1=CC(=CC=C1)OC 4-methoxy-N-(2-(3-methoxyphenyl)pyridin-3-yl)benzenesulfonamide